C(CCC)NC1=CC=C(C=C1)N butyl-p-phenylenediamine